2-{(5R)-3-[2-(1-{[3,5-bis(difluoromethyl)-1H-pyrazol-1-yl] acetyl} piperidine-4-yl)-1,3-thiazol-4-yl]-4,5-dihydro-1,2-oxazol-5-yl}-3-chlorophenyl methanesulfonate CS(=O)(=O)OC1=C(C(=CC=C1)Cl)[C@H]1CC(=NO1)C=1N=C(SC1)C1CCN(CC1)C(CN1N=C(C=C1C(F)F)C(F)F)=O